ClC1=C2C3=C(N=CN=C3C(=C1C1=C(C=CC=3N(C=NC31)C)F)F)N3[C@H](CO2)CNCC3 (8aS)-6-Chloro-4-fluoro-5-(5-fluoro-1-methyl-1H-benzimidazol-4-yl)-8,8a,9,10,11,12-hexahydropyrazino[2',1':3,4][1,4]oxazepino[5,6,7-de]quinazoline